tert-butyl-(2s,3r,7ar)-2-(hydroxymethyl)-3-(2-(methoxymethoxy)phenyl)tetrahydro-1H-pyrrolizine C(C)(C)(C)C1[C@@H]([C@@H](N2CCC=C12)C1=C(C=CC=C1)OCOC)CO